C1=CC=CC=2C3=CC=CC=C3C(C12)COC(=O)NCC(=O)NCC(=O)[O-] (((((9H-fluoren-9-yl)methoxy)carbonyl)amino)acetamido)acetate